CC=1N=C(SC1C=1CCN(CC1)C(=O)OC(C)(C)C)NC(=O)C1N2C=CC=C2C(CC1)=O tert-Butyl 4-[4-methyl-2-[(8-oxo-6,7-dihydro-5H-indolizine-5-carbonyl)amino]thiazol-5-yl]-3,6-dihydro-2H-pyridine-1-carboxylate